ClC=1C(=CC2=C(N(C[C@H](N(S2(=O)=O)C)C2CCCCC2)C2=CC=CC=C2)C1)C=1C=CC(=C(C(=O)O)C1)F (R)-5-(7-chloro-3-cyclohexyl-2-methyl-1,1-dioxido-5-phenyl-2,3,4,5-tetrahydrobenzo[f][1,2,5]thiadiazepin-8-yl)-2-fluorobenzoic acid